[Br].C(=C)N1CN(C=C1)CCCCCCCCCCCCCCCCCC 1-vinyl-3-octadecyl-imidazole bromine salt